methyl-dimethoxymethyl-silane C[SiH2]C(OC)OC